4-(((7-(8-ethyl-7-fluoro-3-hydroxynaphthalen-1-yl)-8-fluoro-2-(((2R,7aS)-2-fluorohexahydro-1H-pyrrolizin-7a-yl)methoxy)pyrido[4,3-d]pyrimidin-4-yl)amino)methyl)tetrahydrofuran-3-ol C(C)C=1C(=CC=C2C=C(C=C(C12)C1=C(C=2N=C(N=C(C2C=N1)NCC1C(COC1)O)OC[C@]12CCCN2C[C@@H](C1)F)F)O)F